C1(CC1)C1=C(C(=NC=N1)NC)C1=NC=C2C(=N1)N(N=C2)CC2=CC=C(C=C2)C=2N(C=C(N2)C(F)(F)F)C 6-cyclopropyl-N-methyl-5-(1-(4-(1-methyl-4-(trifluoromethyl)-1H-imidazol-2-yl)benzyl)-1H-pyrazolo[3,4-d]pyrimidin-6-yl)pyrimidin-4-amine